CC1CC(CCCC1)C 1,3-dimethylcycloheptane